methyl (S)-2-[(S)-3-isobutyl-4-(o-nitrophenylsulfonyl)-2-oxo-1-piperazinyl]-4-methylpentanoate C(C(C)C)[C@H]1C(N(CCN1S(=O)(=O)C1=C(C=CC=C1)[N+](=O)[O-])[C@H](C(=O)OC)CC(C)C)=O